tert-butyl 5-(difluoromethyl)-2-oxo-1,2-dihydrospiro[indole-3,4'-piperidine]-1'-carboxylate FC(C=1C=C2C(=CC1)NC(C21CCN(CC1)C(=O)OC(C)(C)C)=O)F